C(CC(C)CCC=C(C)C)(=O)OC(C)C(C)O 3-hydroxybut-2-yl citronellate